N1CCC(CC1)CC=1NC2=NC=CC(=C2C1)Cl 2-(Piperidin-4-ylmethyl)-4-chloro-7-azaindole